5-methoxy-2-((1S,2S)-2-(4-methylpyrimidin-2-yl)cyclopropyl)quinolin COC1=C2C=CC(=NC2=CC=C1)[C@@H]1[C@H](C1)C1=NC=CC(=N1)C